OC1[C@H](N)[C@@H](O)[C@H](O)[C@H](O1)CO.CN1C=2C(NC(=NC2NCC1CNC1=CC=C(C(N[C@@H](CCC(=O)O)C(=O)O)=O)C=C1)N)=O 5-methyl-tetrahydrofolic acid glucosamine salt